S([O-])(O)=O bisulphite